C(C)OC1=C(C=CC=C1)C1=CC=C(C(=N1)CNS(=O)(=O)C1=C(C=CC=C1)[N+](=O)[O-])N1[C@@H](CN(CC1)C(=O)OC(C)(C)C)CC tert-butyl (R)-4-(6-(2-ethoxyphenyl)-2-(((2-nitrophenyl)sulfonamido)methyl)pyridin-3-yl)-3-ethylpiperazine-1-carboxylate